trans-N-(4-(2-aminocyclopropyl)phenyl)-4-cyanobenzamide N[C@H]1[C@@H](C1)C1=CC=C(C=C1)NC(C1=CC=C(C=C1)C#N)=O